tert-butyl 4-[5-fluoro-7-(6-methoxypyridazin-4-yl)-4-oxoquinazolin-3-yl]piperidine-1-carboxylate FC1=C2C(N(C=NC2=CC(=C1)C1=CN=NC(=C1)OC)C1CCN(CC1)C(=O)OC(C)(C)C)=O